(1-{[2-(trimethylsilyl)ethoxy]carbonyl}piperidin-4-yl)acetic acid C[Si](CCOC(=O)N1CCC(CC1)CC(=O)O)(C)C